6-(2-Methylbiphenyl-3-yl)furo[2,3-b]pyrazine-2-carboxylic acid methyl ester COC(=O)C=1N=C2C(=NC1)OC(=C2)C=2C(=C(C=CC2)C2=CC=CC=C2)C